BrC1=CC=C2C(=N1)C=C(N2)C(OCC)OCC 5-bromo-2-(diethoxymethyl)-1H-pyrrolo[3,2-b]pyridine